C1(=CC=CC=C1)[S+]1C=2C=CC=CC2C(C2=CC=CC=C12)(C)C 10-Phenyl-9,9-dimethylthioxanthenium